2-(2,4-dimethoxyphenyl)-N-(4-(1-methyl-4-(trifluoromethyl)-1H-imidazol-2-yl)benzyl)-6,7-dihydro-5H-cyclopenta[d]pyrimidin-4-amine COC1=C(C=CC(=C1)OC)C=1N=C(C2=C(N1)CCC2)NCC2=CC=C(C=C2)C=2N(C=C(N2)C(F)(F)F)C